2,6-diphenyl-6-(2-hydroxy-4-hexyloxyphenyl)-1,3,5-triazine C1(=CC=CC=C1)C=1NC(N=CN1)(C1=C(C=C(C=C1)OCCCCCC)O)C1=CC=CC=C1